N-[(2-amino-3-chloroquinolin-7-yl)methyl]-6-cyano-N-(2-methanesulfonyl-4-methylphenyl)pyridine-3-carboxamide NC1=NC2=CC(=CC=C2C=C1Cl)CN(C(=O)C=1C=NC(=CC1)C#N)C1=C(C=C(C=C1)C)S(=O)(=O)C